2,4,6-trimethylbenzaldehyde oxime CC1=C(C=NO)C(=CC(=C1)C)C